4-methyl-1-(2-methyl-4-nitrobenzyl)piperazine-2-one CN1CC(N(CC1)CC1=C(C=C(C=C1)[N+](=O)[O-])C)=O